C1(=CC=CC=C1)C(=C=CC(=O)O)C 4-phenylpentane-2,3-dienoic acid